N-(4-cyano-2-fluoro-phenyl)-5-[2-fluoro-3-(hydroxymethyl)phenyl]-1H-pyrrole-3-sulfonamide C(#N)C1=CC(=C(C=C1)NS(=O)(=O)C1=CNC(=C1)C1=C(C(=CC=C1)CO)F)F